magnesium copper-nickel sulphide [Ni]=S.[Cu].[Mg]